NCC=1SC(=CN1)C#N 2-(aminomethyl)thiazole-5-carbonitrile